S(CCC(=O)NN)CCC(=O)NN 3,3'-Thiodi(propanehydrazide)